FC1=C(OCC(C(=O)NC2CCN(CC2)C)(C)C)C=CC=C1 3-(2-fluorophenoxy)-2,2-dimethyl-N-(1-methylpiperidin-4-yl)propionamide